C(C)(C)(C)N1N=CC(=C1)B(O)O (1-(tert-butyl)-1H-pyrazol-4-yl)boronic acid